COC1=NC=C(C2=C1N=C(S2)NC(=O)N2CC1(CC2)CCOCC1)C=1C=NN(C1)CC1COCCC1 8-Oxa-2-aza-spiro[4.5]decane-2-carboxylic acid {4-methoxy-7-[1-(tetrahydro-pyran-3-ylmethyl)-1H-pyrazol-4-yl]-thiazolo[4,5-c]pyridin-2-yl}-amide